monooctadecylammonium C(CCCCCCCCCCCCCCCCC)[NH3+]